5-chloro-2-((4,4-difluorocyclohexyl)oxy)-N-(2-(methylthio)pyridin-4-yl)-4-(trifluoromethyl)benzamide ClC=1C(=CC(=C(C(=O)NC2=CC(=NC=C2)SC)C1)OC1CCC(CC1)(F)F)C(F)(F)F